4,4-bis(((Z)-non-2-en-1-yl)oxy)butanenitrile C(\C=C/CCCCCC)OC(CCC#N)OC\C=C/CCCCCC